C1(CC1)N1C(CC2=C(C(=CC=C12)C)C1=C(C=C(C=C1OCC1=CC=CC=C1)CC1CC1)OCC1=CC=CC=C1)=O 1-Cyclopropyl-4-(4-(cyclopropylmethyl)-2,6-bis(benzyloxy)phenyl)-5-methylindolin-2-one